[Zn].CC=1NC=CN1 methylimidazole zinc salt